NC1=NC=NN2C1=C(C=C2C2CN(CC2)C(C=C)=O)I 1-(3-(4-amino-5-iodopyrrolo[2,1-f][1,2,4]triazin-7-yl)pyrrolidin-1-yl)prop-2-en-1-one